[18F][Si](C(C)C)(C(C)C)C(C)C [18F]fluorotriisopropylsilane